C1=CC=C2C3=C(C=4C=CC=C5C67C(C1=C2C54)C5CC(CC(C6)C5)C7)C=CC=C3 12,13,14,15,16,16a-hexahydro-11H-10b,14:12,16-dimethanobenzo[e]cycloocta[l]pyrene